N-(trimethylsilylethyl)-2-trifluoromethylbenzamide C[Si](C)(C)CCNC(C1=C(C=CC=C1)C(F)(F)F)=O